4,4'-thiobis(4-methyl-6-tert-butyl-phenol) S(C1(CC=C(C(=C1)C(C)(C)C)O)C)C1(CC=C(C(=C1)C(C)(C)C)O)C